CC(=CCC[C@@H](C=O)[C@H]1CC[C@@]2([C@@]1(CCC3=C2CCC4[C@@]3(CC[C@@H](C4(C)C)O)C)C)C)C 3β-Hydroxy-lanosta-8,24-dien-21-al